2,2-Difluoro-N-[rac-(2R,3S)-1-[1-(2-methyl-4-pyridyl)indazol-5-yl]-5-oxo-2-phenyl-pyrrolidin-3-yl]propanamid FC(C(=O)N[C@@H]1[C@H](N(C(C1)=O)C=1C=C2C=NN(C2=CC1)C1=CC(=NC=C1)C)C1=CC=CC=C1)(C)F |r|